tert-butyl (2-((4-(((2S,4R)-2-methyl-1-propionyl-1,2,3,4-tetrahydroquinolin-4-yl)amino)phenyl)amino)-2-oxoethyl)carbamate C[C@@H]1N(C2=CC=CC=C2[C@@H](C1)NC1=CC=C(C=C1)NC(CNC(OC(C)(C)C)=O)=O)C(CC)=O